C12CC(CC(N1)C2)C2=C1C(N(C(C1=C(C=C2F)F)=O)C2C(NC(CC2)=O)=O)=O 4-(6-azabicyclo[3.1.1]heptan-3-yl)-2-(2,6-dioxopiperidin-3-yl)-5,7-difluoroisoindoline-1,3-dione